methacryloxypropylmethyldipropoxysilane C(C(=C)C)(=O)OCCC[Si](OCCC)(OCCC)C